CC1OB(OC1C)C1=C(C(=O)OC)C=CC(=C1)C([2H])([2H])[2H] methyl 2-(4,5-dimethyl-1,3,2-dioxaborolan-2-yl)-4-(methyl-d3)benzoate